phosphorous acid, tri(2,4-di-tert-butylphenyl) ester P(OC1=C(C=C(C=C1)C(C)(C)C)C(C)(C)C)(OC1=C(C=C(C=C1)C(C)(C)C)C(C)(C)C)OC1=C(C=C(C=C1)C(C)(C)C)C(C)(C)C